FC1=C(CNC(=O)C2CCN(CC2)C2=NC=C(C=C2F)C(F)(F)F)C=CC(=C1C=1NC(C=C(N1)C(F)(F)F)=O)C(F)(F)F N-{2-fluoro-3-[6-oxo-4-(trifluoromethyl)-1,6-dihydropyrimidin-2-yl]-4-(trifluoromethyl)benzyl}-1-[3-fluoro-5-(trifluoromethyl)pyridin-2-yl]piperidine-4-carboxamide